(1S,2R)-2-((4-amino-3-nitro-5-(trifluoromethyl)benzyl)amino)cyclopentan-1-ol 8-{(2-hydroxyethyl)[7-(nonyloxycarbonyl)heptyl]amino}octyl-2-butyl-8-fluorooctanoate OCCN(CCCCCCCCC(C(=O)O[C@@H]1[C@@H](CCC1)NCC1=CC(=C(C(=C1)C(F)(F)F)N)[N+](=O)[O-])(CCCCCCF)CCCC)CCCCCCCC(=O)OCCCCCCCCC